C1(=CC=CC=C1)CNC1C(NC(CC1)=O)=O 3-(Phenylmethylamino)piperidine-2,6-dione